methyl 5-(oxetan-3-yloxy)-4-(trifluoromethyl)picolinate O1CC(C1)OC=1C(=CC(=NC1)C(=O)OC)C(F)(F)F